CC(C(=O)C1=CC=C(C=C1)N1CCOCC1)N 2-methyl-2-amino(4-morpholinophenyl)ethan-1-one